C([O-])([O-])=O.[Ca+2].[Ca+2].C[C@@H]1N(CCOC1)C1=NC=NC(=C1[N+](=O)[O-])SC#N.C([O-])([O-])=O (S)-3-methyl-4-(5-nitro-6-thiocyanopyrimidin-4-yl)morpholine calcium-calcium carbonate